C(C1=CC=CC=C1)OC=1C=C2CCC(C(C2=CC1)(O)C1=CC=C(C=C1)N1CCC(CC1)C(OC)OC)CC1CCC1 6-(Benzyloxy)-2-(cyclobutylmethyl)-1-(4-(4-(dimethoxymethyl)piperidin-1-yl)phenyl)-1,2,3,4-tetrahydronaphthalen-1-ol